rac-(1R*,2R*,3S*)-2-(3-chlorophenyl)-N-(6-chloropyrimidin-4-yl)-3-methylcyclopropane-1-carboxamide ClC=1C=C(C=CC1)[C@H]1[C@@H]([C@H]1C)C(=O)NC1=NC=NC(=C1)Cl |r|